N-p-methoxyphenyl-heptanamide COC1=CC=C(C=C1)NC(CCCCCC)=O